2-(6-acetylamino-2-cyanoisoindolin-4-yl)benzamide C(C)(=O)NC1=CC(=C2CN(CC2=C1)C#N)C1=C(C(=O)N)C=CC=C1